C(C)(=O)ON(CCN(OC(C)=O)OC(C)=O)OC(C)=O.[K].[K] dipotassium ethylenediamine tetraacetate salt